2-(2,6-dioxopiperidin-3-yl)-1-oxo-N-((R)-2,2,2-trifluoro-1-(1-methylcyclobutyl)ethyl)isoindoline-5-carboxamide O=C1NC(CCC1N1C(C2=CC=C(C=C2C1)C(=O)N[C@@H](C(F)(F)F)C1(CCC1)C)=O)=O